2-chloro-N-cyclopropyl-5-[[1-(difluoromethylsulfonylamino)cyclopropyl]methoxy]pyridine-3-carboxamide ClC1=NC=C(C=C1C(=O)NC1CC1)OCC1(CC1)NS(=O)(=O)C(F)F